(R)-N-(4-(1-(2-cyanoacetyl)-3-methyl-1,2,3,6-tetrahydropyridin-4-yl)-1H-pyrrolo[2,3-b]pyridin-6-yl)cyclopropylcarboxamide C(#N)CC(=O)N1C[C@@H](C(=CC1)C1=C2C(=NC(=C1)NC(=O)C1CC1)NC=C2)C